OP(O)(=O)OP(=O)([O-])[O-].[Na+].[Na+] dinatrium dihydrogen-diphosphate